methyl ((4-(chlorosulfonyl)phenyl)sulfonyl)glycinate ClS(=O)(=O)C1=CC=C(C=C1)S(=O)(=O)NCC(=O)OC